CC=1C=CC=C2C=C(C(=CC12)C(C(F)(F)F)(F)F)C#CC1=CC=C(C=C1)OC 8-methyl-2-(perfluoroethyl)-3-(4-methoxyphenylethynyl)naphthalene